3-methyl-2-(2-((2S,4R)-2-methyltetrahydro-2H-pyran-4-yl)-2H-pyrazolo[3,4-b]pyrazin-6-yl)-5-(trifluoromethyl)phenol CC=1C(=C(C=C(C1)C(F)(F)F)O)C=1C=NC=2C(N1)=NN(C2)[C@H]2C[C@@H](OCC2)C